[Cl-].C(CCCCCCCCCCCCCCCCC)[NH+](C)CC(O)O Stearyl-(dihydroxyethyl)methyl-ammonium chloride